cytidine pyrophosphate OP(O)(=O)OP(=O)(O)O.[C@@H]1([C@H](O)[C@H](O)[C@@H](CO)O1)N1C(=O)N=C(N)C=C1